O=C1NC(CCC1N1C(N(C2=C1C=CC=C2C2CCCCC2)C)=O)=O [4-[1-(2,6-dioxo-3-piperidyl)-3-methyl-2-oxo-benzimidazol-4-yl]]Cyclohexane